N[C@H](C)C1=C(C2=NC(=CC(=C2S1)NCC=1SC=CC1)Cl)C 2-[(1R)-1-aminoethyl]-5-chloro-3-methyl-N-[(thiophen-2-yl)methyl]thieno[3,2-b]pyridin-7-amine